3,5-bis-aminomethyl-phenol NCC=1C=C(C=C(C1)CN)O